(2R)-2-(Triphenylmethoxy)propionic acid 1-chloroethyl ester ClC(C)OC([C@@H](C)OC(C1=CC=CC=C1)(C1=CC=CC=C1)C1=CC=CC=C1)=O